4-(6-chloro-3-quinolylamino)-2-{3-methoxy-4-[(1s,3s)-3-(dimethylamino)cyclobutoxy]phenylamino}pyrimidine ClC=1C=C2C=C(C=NC2=CC1)NC1=NC(=NC=C1)NC1=CC(=C(C=C1)OC1CC(C1)N(C)C)OC